O=C1NC(CC[C@H]1NC=1C=C(C=CC1)C#CCNC(OC(C)(C)C)=O)=O tert-butyl (R)-(3-(3-((2,6-dioxopiperidin-3-yl)amino)phenyl)prop-2-yn-1-yl)carbamate